1-(2-(ethoxycarbonyl)benzofuro[3,2-b]pyridin-3-yl)pyridin C(C)OC(=O)C1=C(C=C2C(=N1)C1=C(O2)C=CC=C1)N1CC=CC=C1